N,N'-bis-(hydroxyl-ethyl)oxamide OCCNC(=O)C(=O)NCCO